tert-butyl ((R)-2,2-dicyclopropyl-1-(5-((S)-2-methoxy-1-((S)-2-oxo-4-(trifluoromethyl)-imidazolidin-1-yl)ethyl)benzo[d]oxazol-2-yl)ethyl)carbamate C1(CC1)C([C@H](C=1OC2=C(N1)C=C(C=C2)[C@@H](COC)N2C(N[C@@H](C2)C(F)(F)F)=O)NC(OC(C)(C)C)=O)C2CC2